N1=C(C=NC=C1)C1C[C@H](NCC1)C1=CC=C(C=C1)C1=NOC(N1)=O (S)-3-(4-(4-(2-pyrazinyl)piperidin-2-yl)phenyl)-1,2,4-oxadiazol-5(4H)-one